C(CCC)OC(C1=CC(=C(C(=C1)N)Cl)N)=O butyl-(4-chloro-3,5-diaminobenzoate)